6-(methylsulfonyl)-N-(4-(piperidin-1-yl)pyridine-3-yl)pyridine-3-sulfonamide CS(=O)(=O)C1=CC=C(C=N1)S(=O)(=O)NC=1C=NC=CC1N1CCCCC1